OCC1(CCC(CC1)NC=1C=CC=2C(=NC(=CN2)NCC2=C3C(=CNC3=C(C=C2)OC)C)N1)CO [1-(hydroxymethyl)-4-[(3-{[(7-methoxy-3-methyl-1H-indol-4-yl)methyl]amino}pyrido[2,3-b]pyrazin-6-yl)amino]cyclohexyl]methanol